C1(=CC=CC=C1)CC(CC1=CC=CC=C1)(COC)COC 1,3-diphenyl-2,2-dimethoxymethylpropane